(6-((5-bromo-2-((2-ethyl-5-methoxy-4-morpholinylphenyl)amino)pyrimidin-4-yl)amino)-2-cyclopropylquinolin-5-yl)dimethylphosphine BrC=1C(=NC(=NC1)NC1=C(C=C(C(=C1)OC)N1CCOCC1)CC)NC=1C(=C2C=CC(=NC2=CC1)C1CC1)P(C)C